CN(C1=C(C=CC=C1)CO)C (2-(dimethylamino)phenyl)methanol